[U].[Si].[Ca] calcium-silicon uranium